C1CCC12CCNCC2 7-azaspiro[3.5]Nonane